(S)-N-(2,6-dioxopiperidin-3-yl)-2-fluoro-4-(4-(piperidin-4-ylmethyl)piperazin-1-yl)benzamide hydrochloride Cl.O=C1NC(CC[C@@H]1NC(C1=C(C=C(C=C1)N1CCN(CC1)CC1CCNCC1)F)=O)=O